ClC=1C(=CC(=C(C1)C=1NC=2C=CN=C(C2C(C1)=O)C(=O)N)C)C1(CC1)C([2H])([2H])[2H] 2-(5-chloro-2-methyl-4-(1-(methyl-d3)cyclopropyl)phenyl)-4-oxo-1,4-dihydro-1,6-naphthyridine-5-carboxamide